7-amino-9-fluoro-3-(hydroxymethyl)-6,7-dihydro-1H,5H-pyrido[3,2,1-ij]quinolin-1-one NC1CCN2C(=CC(C3=CC(=CC1=C23)F)=O)CO